4-(5-(3',5'-difluoro-2-methoxy-4'-(2-oxopyrrolidin-1-yl)-[1,1'-biphenyl]-3-yl)isoxazol-3-yl)piperazine-1-carboxylic acid tert-butyl ester C(C)(C)(C)OC(=O)N1CCN(CC1)C1=NOC(=C1)C=1C(=C(C=CC1)C1=CC(=C(C(=C1)F)N1C(CCC1)=O)F)OC